(2S)-2-amino-2-(4,4-difluorocyclohexyl)-N-(4-((R or S)-2-methoxy-1-((3S,5S)-2-oxo-5-(trifluoromethyl)pyrrolidin-3-yl)ethyl)pyridin-2-yl)acetamide N[C@H](C(=O)NC1=NC=CC(=C1)[C@H](COC)[C@H]1C(N[C@@H](C1)C(F)(F)F)=O)C1CCC(CC1)(F)F |o1:11|